C(#N)CC1=CC(=CS1)C1=CC=C(C=C1)NC(OC(C)(C)C)=O tert-butyl (4-(5-(cyanomethyl)thiophen-3-yl)phenyl)carbamate